tert-butyl 5-amino-1H-pyrrolo[2,3-b]pyridine-1-carboxylate NC=1C=C2C(=NC1)N(C=C2)C(=O)OC(C)(C)C